4-bromo-5-methylthiazol-2-amine BrC=1N=C(SC1C)N